C1(OCCCC=CCCCCCCCCC1)=O oxacyclohexadec-6-en-1-one